COC=1C=C2C[C@@H](N(CC2=CC1)C(CSC1=NC(NC=C1C)=O)=O)COCCOCCOCCOCC#C 4-[2-[(3R)-6-methoxy-3-[2-[2-(2-prop-2-ynoxyethoxy)ethoxy]ethoxymethyl]-3,4-dihydro-1H-isoquinolin-2-yl]-2-oxo-ethyl]sulfanyl-5-methyl-1H-pyrimidin-2-one